6-bromo-2-chloro-N-(1,3-thiazol-2-ylmethyl)pyrrolo[1,2-b]pyridazin-4-amine BrC=1C=C2N(N=C(C=C2NCC=2SC=CN2)Cl)C1